C(OC1=CC=C(C=C1)NC([C@H](CCCNC(N)=O)NC([C@H](C(C)C)NC(CCCCCN1C(C=CC1=O)=O)=O)=O)=O)(OC)=O {4-[(2S)-5-(carbamoylamino)-2-[(2S)-2-[6-(2,5-dioxo-2,5-dihydro-1H-pyrrol-1-yl) hexanamido]-3-methylbutanoylamino] pentanoylamino] phenyl} methyl carbonate